1,3-bis(diphenylphosphinomethyl)benzene C1(=CC=CC=C1)P(C1=CC=CC=C1)CC1=CC(=CC=C1)CP(C1=CC=CC=C1)C1=CC=CC=C1